C(C)OC(=O)C=1C(=NNC1)C methylpyrazole-4-carboxylic acid ethyl ester